sodium (4-(4-((3-(3,6-difluoropyridin-2-yl)-1-((1r,4r)-4-ethoxycyclohexyl)-1H-pyrazol-4-yl) carbamoyl) oxazol-2-yl)-1H-pyrazol-1-yl) methylphosphonate CP(ON1N=CC(=C1)C=1OC=C(N1)C(NC=1C(=NN(C1)C1CCC(CC1)OCC)C1=NC(=CC=C1F)F)=O)([O-])=O.[Na+]